lead-zinc carbonate C([O-])([O-])=O.[Zn+2].[Pb+2].C([O-])([O-])=O